p-tert-butylbenzoate aluminum salt [Al+3].C(C)(C)(C)C1=CC=C(C(=O)[O-])C=C1.C(C)(C)(C)C1=CC=C(C(=O)[O-])C=C1.C(C)(C)(C)C1=CC=C(C(=O)[O-])C=C1